FC=1C=C2[C@@H]([C@H](CN3C2=C(C1F)C=C3)N(C(OC(C)(C)C)=O)C)C tert-butyl ((5R,6S)-8,9-difluoro-6-methyl-5,6-dihydro-4H-pyrrolo[3,2,1-ij]quinolin-5-yl)(methyl)carbamate